[1,4]Azoxepin-2(1H)-one dihydrochloride Cl.Cl.N1C(COCC=C1)=O